ALTRARIC ACID O=C([C@@H](O)[C@H](O)[C@H](O)[C@H](O)C(=O)O)O